COC1=CC=2C(=C3C(=NC2C=C1OCCCNS(=O)(=O)C)CCC3)NC N-(3-{[7-methoxy-9-(methylamino)-1H,2H,3H-cyclopenta[b]quinolin-6-yl]oxy}propyl)methanesulfonamide